N-[5-[2-[(cyclohexylamino)methyl]phenyl]-4-fluoro-2-[rac-(3R,5S)-3,4,5-trimethylpiperazin-1-yl]phenyl]-6-oxo-4-(trifluoromethyl)-1H-pyridine-3-carboxamide C1(CCCCC1)NCC1=C(C=CC=C1)C=1C(=CC(=C(C1)NC(=O)C1=CNC(C=C1C(F)(F)F)=O)N1C[C@H](N([C@H](C1)C)C)C)F |r|